CN(CC(=O)[O-])C(NC=1C=C(C=2N(C1)C(=C(N2)C)C)NCC2=C(C=CC=C2C)C)=O Methyl((8-((2,6-dimethylbenzyl)amino)-2,3-dimethylimidazo[1,2-a]pyridin-6-yl)carbamoyl)glycinate